N-[(2E)-3-(benzenesulfonyl)prop-2-en-1-yl]-6-(1-methylcyclobutanecarbonyl)-2-oxo-1,2,5,6,7,8-hexahydro-1,6-naphthyridine-3-carboxamide C1(=CC=CC=C1)S(=O)(=O)/C=C/CNC(=O)C=1C(NC=2CCN(CC2C1)C(=O)C1(CCC1)C)=O